NC=1C=C(C=C2C=C(N=CC12)NC=1C=NN(C1)C(C#N)C)C=1C=NC=CC1C 2-(4-(8-amino-6-(4-methylpyridin-3-yl)isoquinolin-3-ylamino)-1H-pyrazol-1-yl)propanenitrile